1H-furo[3,4-j]-1,2-benzodioxepin-9-carboxamide O1OCC=CC=2C13C(C=CC2)=C(OC3)C(=O)N